3,4-dihydro-β-carboline C1=NCCC=2C3=CC=CC=C3NC12